2-((3,5-dicyano-4-ethyl-6-(4-(2-hydroxypropyl)-1,4-diazepan-1-yl)pyridin-2-yl)sulfanyl)-2-phenylacetamide C(#N)C=1C(=NC(=C(C1CC)C#N)N1CCN(CCC1)CC(C)O)SC(C(=O)N)C1=CC=CC=C1